1-[3-(2-Ethyl-4-hydroxy-5-methyl-pyrazol-3-yl)-1H-1,2,4-triazol-5-yl]-5-methyl-pyrazolo[3,4-c]pyridine-3-carboxamide C(C)N1N=C(C(=C1C1=NNC(=N1)N1N=C(C=2C1=CN=C(C2)C)C(=O)N)O)C